BrCC1=C(CCCC1(C)C)C 2-(Bromomethyl)-1,3,3-trimethyl-1-cyclohexene